5-(2,6-dimethoxyphenyl)-1-(2-methylpropyl)-1H-pyrazol COC1=C(C(=CC=C1)OC)C1=CC=NN1CC(C)C